C(C1=CC=CC=C1)OC1=CC(=C(N)C=C1F)F 4-(benzyloxy)-2,5-difluoroaniline